5-bromo-7-hydroxymethyl-3-methylquinoxalin-2(1H)-one BrC1=C2N=C(C(NC2=CC(=C1)CO)=O)C